C1N(CC12CNC2)C=2C=CC(=NC2)C2=NNC(=C2CC(F)(F)F)C=2C=C(C=1N(C2)N=CN1)OC 6-(3-(5-(2,6-diazaspiro[3.3]hept-2-yl)pyridin-2-yl)-4-(2,2,2-trifluoroethyl)-1H-pyrazol-5-yl)-8-methoxy-[1,2,4]triazolo[1,5-a]pyridine